N1=C(C=CC=2CCCNC12)CCCCCOC1CN(C1)CC(=O)O 2-(3-((5-(5,6,7,8-tetrahydro-1,8-naphthyridin-2-yl)pentyl)oxy)azetidin-1-yl)acetic acid